FC(C=1C=C(C=C(C1)C(F)(F)F)C=1OC=C2OC(C(C21)=O)\C=C\C2=CC=C(C=C2)[N+](=O)[O-])(F)F 4-[3,5-bis(trifluoromethyl)phenyl]-2-[(1E)-2-(4-nitrophenyl)vinyl]-2H,3H-furo[3,4-b]furan-3-one